CN1N=C(C(=C1)C(=O)OC1=CC(=NN1C)C)C 1,3-dimethyl-1H-pyrazole-5-yl 1,3-dimethyl-1H-pyrazole-4-carboxylate